4-(3,6-dihydro-2H-pyran-4-yl)-3-nitropyridine O1CCC(=CC1)C1=C(C=NC=C1)[N+](=O)[O-]